S(N)(O)(=O)=O.NC(=N)N guanidine sulfamate salt